({6-[(1R,2S)-5'-methoxy-2'-oxo-1',2'-dihydrospiro[cyclopropan-1,3'-indol]-2-yl]-1H-indazol-3-yl}amino)-1-methyl-1H-pyrazole-3-carbonitrile COC=1C=C2[C@]3(C(NC2=CC1)=O)[C@@H](C3)C3=CC=C1C(=NNC1=C3)NC=3C(=NN(C3)C)C#N